N-[(1R,2S)-2-{[(1s,4s)-4-{[6-chloro-2-(trifluoromethyl)quinolin-4-yl]amino}cyclohexyl]carbamoyl}cyclohexyl]benzamide ClC=1C=C2C(=CC(=NC2=CC1)C(F)(F)F)NC1CCC(CC1)NC(=O)[C@@H]1[C@@H](CCCC1)NC(C1=CC=CC=C1)=O